CN(CCN(C=1C(=CC(=CC1)[N+](=O)[O-])N(C)C)C)C N1-(2-(dimethylamino)ethyl)-N1,N2,N2-trimethyl-4-nitrobenzene-1,2-diamine